6-(3-(cyclopropylmethoxy)-2-methylphenyl)-2-(pyrimidin-2-yl)-5,6,7,8-tetrahydrophthalazin-1(2H)-one C1(CC1)COC=1C(=C(C=CC1)C1CC=2C=NN(C(C2CC1)=O)C1=NC=CC=N1)C